S1C(SCCC1)C1=NN(C=C1C1=CC=C(C=C1)OC)C1=CC=CC=C1 3-(1,3-dithian-2-yl)-4-(4-methoxyphenyl)-1-phenyl-1H-pyrazole